C(=O)ONC([2H])([2H])[2H] (methyl-d3)amino Formate